2-chloro-N-[3-[[[2-iodo-4-[1,2,2,2-tetrafluoro-1-(trifluoromethyl)ethyl]-6-(tri-fluoromethyl)phenyl]amino]carbonyl]phenyl]-3-pyridinecarboxamide ClC1=NC=CC=C1C(=O)NC1=CC(=CC=C1)C(=O)NC1=C(C=C(C=C1C(F)(F)F)C(C(F)(F)F)(C(F)(F)F)F)I